COC(CC1[C@@H]2CN(C[C@H]12)C1=C(C(=NC(=C1)C(F)(F)F)N1[C@H](CC1)C)C#N)=O 2-((1R,5S,6R)-3-(3-cyano-2-((S)-2-methylazetidin-1-yl)-6-(trifluoroMethyl)pyridin-4-yl)-3-azabicyclo[3.1.0]hex-6-yl)acetic acid methyl ester